C(C)(=O)N(C(OC(C)(C)C)=O)C1=CC(=CC=C1)N1C(N(C(C=2C1=C(C(N(C2NC2=C(C=C(C=C2)I)F)C)=O)C)=O)C2CC2)=O tert-Butyl acetyl(3-(3-cyclopropyl-5-((2-fluoro-4-iodophenyl)amino)-6,8-dimethyl-2,4,7-trioxo-3,4,6,7-tetrahydropyrido[4,3-d]pyrimidin-1(2H)-yl)phenyl)carbamate